FC(S(=O)(=O)OC1CN(CC1(F)F)C(C)C)(F)F (4,4-difluoro-1-isopropylpyrrolidin-3-yl) trifluoromethanesulfonate